isopropenylOxazoline C(=C)(C)C=1OCCN1